FC1=C(C(C(C1(F)F)(F)F)(F)F)C(C(F)(F)F)(C(C(C(F)(F)F)(F)F)(F)F)C(F)(F)F 1,3,3,4,4,5,5-heptafluoro-2-(1,1,1,3,3,4,4,5,5,5-decafluoro-2-(trifluoromethyl)pent-2-yl)cyclopent-1-ene